Dimethyl 3-hydroxy-2,5-thiophenedicarboxylate OC1=C(SC(=C1)C(=O)OC)C(=O)OC